C(C1=CC=CC=C1)OC(=O)N1CC2=C(C=C(C=C2CC1)C=1C=C2C(=NC1)NC=C2C)C2N(CCOC2)C(=O)[O-] 3-(2-((benzyloxy)carbonyl)-6-(3-methyl-1H-pyrrolo[2,3-b]pyridin-5-yl)-1,2,3,4-tetrahydroisoquinolin-8-yl)morpholine-4-carboxylate